N-tert-butyl-3,5-bis-(2,2-dimethylbutylamino)-benzamide C(C)(C)(C)NC(C1=CC(=CC(=C1)NCC(CC)(C)C)NCC(CC)(C)C)=O